C1(=CC=C(C=C1)C(=O)Cl)C(=O)Cl 1,4-benzenedicarbonyl chloride